2-(2-Methoxypyrazolo[1,5-a]pyridin-3-yl)-5-(2,3,5,6-tetrafluoro-[1,1'-biphenyl]-4-yl)-1,3,4-oxadiazole COC1=NN2C(C=CC=C2)=C1C=1OC(=NN1)C1=C(C(=C(C(=C1F)F)C1=CC=CC=C1)F)F